N[C@H]1[C@@H]2N(C[C@H]1CC2)C(=O)C2=CC1=C(N(C(=N1)C=1N(C3=CC(=CC=C3C1)C1=C(C=C(C=C1)O)Cl)CC1CC1)C)C(=C2)OC 4-(2-{5-[(1R,4R,7R)-7-amino-2-azabicyclo[2.2.1]heptane-2-carbonyl]-7-methoxy-1-methyl-1H-1,3-benzodiazol-2-yl}-1-(cyclopropylmethyl)-1H-indol-6-yl)-3-chlorophenol